1-iodo-2,2-dimethylpropane ICC(C)(C)C